C1(=CC(=CC=C1)S(=O)(=O)[O-])S(=O)(=O)[O-].[Na+].[Na+] disodium 1,3-benzenedisulfonate